2-[(6-fluorobiphenyl-3-yl)amino]-4-{[(1S)-2-hydroxy-1-phenylethyl]amino}-N-methylpyrimidine-5-carboxamide FC1=CC=C(C=C1C1=CC=CC=C1)NC1=NC=C(C(=N1)N[C@H](CO)C1=CC=CC=C1)C(=O)NC